5-(2-chlorophenoxy)-3-((3-methoxypyridin-2-yl)amino)-4H-benzo[e][1,2,4]thiadiazine 1,1-dioxide ClC1=C(OC2=CC=CC3=C2NC(=NS3(=O)=O)NC3=NC=CC=C3OC)C=CC=C1